C(C)(C)(C)OC(=O)N1C(=C(C2=CC(=CC=C12)C1CCN(CC1)C(=O)OC(C)(C)C)C(CO)C)C1=C(C(=NC(=C1)C)C)O 5-(1-(tert-Butoxycarbonyl)piperidin-4-yl)-2-(3-hydroxy-2,6-dimethylpyridin-4-yl)-3-(1-hydroxypropan-2-yl)-1H-indole-1-carboxylic acid tert-butyl ester